CC(C)(C)OC(=O)C(CCCCCCN)C(=O)O BOC-8-aminooctanoic acid